N1=NC=CC2=C1SC1=C2C=CN=C1N pyrido[4',3':4,5]Thieno[2,3-c]Pyridazin-8-amine